C(CCC)[N+](CCCC)(CCCC)CCCC.S(=O)(=O)(ON1C(N2[C@@H](C=3N(N=CC3[C@@H]1C2)C)/C(/NC)=N/OC(CCC(=O)OCC)=O)=O)[O-] [(1R,7S)-7-[(Z)-N'-(4-ethoxy-4-oxo-butanoyl)oxy-N-methyl-carbamimidoyl]-5-methyl-9-oxo-4,5,8,10-tetrazatricyclo[6.2.1.02,6]undeca-2(6),3-dien-10-yl] sulfate tetrabutylammonium salt